(R)-4-cyano-4-methyl-N-((4-((1s,3s)-3-(6-morpholinylpyridin-2-yl)cyclobutyl)pyridin-2-yl)methyl)chroman-6-carboxamide C(#N)[C@@]1(CCOC2=CC=C(C=C12)C(=O)NCC1=NC=CC(=C1)C1CC(C1)C1=NC(=CC=C1)N1CCOCC1)C